C(#N)C1=C(SC2=C1C(=NC=C2F)C=2C1=C(C=3C=NC(=NC3C2F)N2C[C@@H](CC2)N2C[C@H](N([C@H](C2)C)C)C)COC1)NC(OC(C)(C)C)=O tert-Butyl (3-cyano-7-fluoro-4-(5-fluoro-3-((R)-3-((3R,5S)-3,4,5-trimethylpiperazin-1-yl)pyrrolidin-1-yl)-7,9-dihydrofuro[3,4-f]quinazolin-6-yl)thieno[3,2-c]pyridin-2-yl)carbamate